5-chloro-3-hydroxy-8-((1-isopropyl-1H-indol-6-yl)sulfonyl)quinazoline-2,4(1H,3H)-dione ClC1=C2C(N(C(NC2=C(C=C1)S(=O)(=O)C1=CC=C2C=CN(C2=C1)C(C)C)=O)O)=O